N-(1-phenylprop-2-yn-1-yl)morpholine C1(=CC=CC=C1)C(C#C)N1CCOCC1